3-(1-Oxo-4-(4-((5-(4,4,5,5-tetramethyl-1,3,2-dioxaborolan-2-yl)pyridin-2-yl)oxy)but-1-yn-1-yl)isoindolin-2-yl)-1-((2-(trimethylsilyl)ethoxy)methyl)piperidine-2,6-dione O=C1N(CC2=C(C=CC=C12)C#CCCOC1=NC=C(C=C1)B1OC(C(O1)(C)C)(C)C)C1C(N(C(CC1)=O)COCC[Si](C)(C)C)=O